OC1=C2C(=CNC2=C(C(=C1)F)C)CCN(C)C 4-hydroxy-6-fluoro-7-methyl-3-(N,N-dimethylaminoethyl)indole